NC=1C=C(C=CC1Br)CN(C(=O)C=1C=NC(=CC1)C1CC1)C1=C(C=C(C=C1)F)S(=O)(=O)C N-[(3-amino-4-bromophenyl)methyl]-6-cyclopropyl-N-(4-fluoro-2-methanesulfonylphenyl)pyridine-3-carboxamid